FC=1C=C(CNC2=CC=CC(=N2)C2=CC=NC=C2)C=CC1 6-((3-fluorobenzyl)amino)-[2,4'-bipyridine]